C12CNCCC2CN1 3,8-diazabicyclo[4.2.0]octane